NAPHTHYLSILOL C1(=CC=CC2=CC=CC=C12)[SiH]1C=CC=C1